N-(2-phenylpropan-2-yl)-3-(pyrrolidin-1-yl)propanamide C1(=CC=CC=C1)C(C)(C)NC(CCN1CCCC1)=O